4-(6-(3-(Cyclopentyloxy)-4-methoxyphenyl)-5-fluoropyridin-2-yl)-1,2-oxaborolan-2-ol C1(CCCC1)OC=1C=C(C=CC1OC)C1=C(C=CC(=N1)C1CB(OC1)O)F